Adamantanediethanol tert-Butyl-(2S,5R)-4-(bis(4-fluorophenyl)methyl)-2,5-dimethylpiperazine-1-carboxylate C(C)(C)(C)[C@@]1(N(C[C@H](N(C1)C(C1=CC=C(C=C1)F)C1=CC=C(C=C1)F)C)C(=O)O)C.C12(C(C3CC(CC(C1)C3)C2)CCO)CCO